P(=O)(ON1CCOCC1)(O[C@H]1[C@@H](OC(C)=O)[C@@H](OC(C)=O)[C@H](OC(C)=O)[C@H](O1)[C@@H](OC(C)=O)COC(C)=O)[O-] morpholinyl (2,3,4,6,7-penta-O-acetyl-L-glycero-β-D-mannoheptopyranosyl) phosphate